N1C(NC(C12CCC1(OCCO1)CC2)=O)=O 9,12-dioxa-1,3-diazadispiro[4.2.4.2]tetradecane-2,4-dione